tert-butyl{2-[(2-{[(8S)-8-(Chloromethyl)-4-hydroxy-1-methyl-7,8-dihydro-6H-thieno[3,2-e]indol-6-yl] carbonyl}-1H-indol-5-yl)carbamoyl]-1H-indol-5-yl} carbamat C(N)(OC=1C=C2C=C(N(C2=CC1)C(C)(C)C)C(NC=1C=C2C=C(NC2=CC1)C(=O)N1C[C@H](C2=C3C(=C(C=C12)O)SC=C3C)CCl)=O)=O